cis-methyl-3-((5-fluoro-4-(3-(2-oxo-1,3-oxazinan-3-yl)phenyl)pyrimidin-2-yl)amino)cyclohexane-1-carboxylate COC(=O)[C@@H]1C[C@@H](CCC1)NC1=NC=C(C(=N1)C1=CC(=CC=C1)N1C(OCCC1)=O)F